acetyl-N-(6-bromopyridin-2-yl)-2-azabicyclo[3.1.0]Hexane-3-carboxamide C(C)(=O)C12NC(CC2C1)C(=O)NC1=NC(=CC=C1)Br